C(C1=CC=CC=C1)N1CCC(CC1)CCNC(=O)N1CCC(CC1)N1CCN(CC1)CC N-[2-(1-benzylpiperidin-4-yl)ethyl]-4-(4-ethylpiperazin-1-yl)piperidine-1-carboxamide